C(C)(C)NS(OCC(=O)NC=1SC(=C(N1)C)CC1=CC=C(C=C1)C)(=O)=O.OCCNCCN(CCN)CCO N1,N4-bis(hydroxyethyl) diethylenetriamine 2-((4-methyl-5-(4-methylbenzyl)thiazol-2-yl)amino)-2-oxoethyl isopropylsulfamate